1-(2-(3,5-difluorobenzyl-(propargyl)amino)ethyl)-2-methyl-3-hydroxypyridin FC=1C=C(CN(CCN2C(C(=CC=C2)O)C)CC#C)C=C(C1)F